C(C(C)C)NC=1SC2=C(N1)C=CC(=C2)NC2=NC1=CC=C(C=C1C(=N2)NCCCO)C 3-((2-((2-(isobutylamino)benzo[d]thiazol-6-yl)amino)-6-methylquinazolin-4-yl)amino)propan-1-ol